C(#C)C1=C2C(=CC(=CC2=CC=C1)O)C1=C(C=2N=C(N=C(C2C=N1)N1CC2(CCN2)C1)OCC12CCCN2CCC1)F 5-ethynyl-4-(8-fluoro-4-(1,6-diazaspiro[3.3]heptan-6-yl)-2-((tetrahydro-1H-pyrrolizin-7a(5H)-yl)methoxy)pyrido[4,3-d]pyrimidin-7-yl)naphthalen-2-ol